N(=[N+]=[N-])C1(C(NC2=C(O1)C=CC=C2)=O)C 2-azido-2-methyl-2H-benzo[b][1,4]oxazin-3(4H)-one